N-(4-(5-methoxy-1H-benzo[d][1,2,3]triazol-1-yl)benzyl)sulfamide hydrochloride Cl.COC1=CC2=C(N(N=N2)C2=CC=C(CNS(=O)(=O)N)C=C2)C=C1